N-(4-(4-amino-7-(tetrahydro-2H-pyran-4-yl)imidazo[5,1-f][1,2,4]triazin-5-yl)-3-cyclopropyloxybenzyl)-5-fluoro-2-methoxybenzamide NC1=NC=NN2C1=C(N=C2C2CCOCC2)C2=C(C=C(CNC(C1=C(C=CC(=C1)F)OC)=O)C=C2)OC2CC2